FC(CCN1CC(C1)=CC1=CC=C(C=C1)C1=C(CCCC2=C1C=CC(=C2)C(=O)O)C2=C1CCCC1=CC=C2F)F 9-(4-((1-(3,3-difluoropropyl)azetidin-3-ylidene)methyl)phenyl)-8-(5-fluoro-2,3-dihydro-1H-inden-4-yl)-6,7-dihydro-5H-benzo[7]annulene-3-carboxylic acid